N-(5-(((5's)-4-methoxy-5'-methyl-3H-spiro[furo[3,4-c]pyridin-1,3'-pyrrolidin]-1'-yl)methyl)thiazol-2-yl)acetamide COC1=NC=CC2=C1COC21CN([C@H](C1)C)CC1=CN=C(S1)NC(C)=O